C(CCC)=C1C2=C(C(O1)=O)C=CC=C2 3-butylidene-1-benzo[C]furanone